CC1C(N2C(CC2S1)=O)C(=O)[O-] 3-methyl-7-oxo-4-thia-1-azabicyclo[3.2.0]heptane-2-carboxylate